NC1=C(C(=O)O)C=C(C=C1)N1C=NC=C1C 2-amino-5-(5-methylimidazol-1-yl)benzoic acid